N1C(=CC=2C=NC=CC21)[C@@H](C)NC(=O)[C@H]2N(CC(C2)CN2CCCCC2)C(CNC(=O)C=2C=CC=1SC3=CC=CC=C3OC1C2)=O (2S)-N-((R)-1-(1H-pyrrolo[3,2-c]pyridin-2-yl)ethyl)-1-((phenoxathiine-3-carbonyl)glycyl)-4-(piperidin-1-ylmethyl)pyrrolidine-2-carboxamide